l-2-aminocaproic acid dicyclohexylammonium salt C1(CCCCC1)[NH2+]C1CCCCC1.N[C@H](C(=O)[O-])CCCC